2-amino-1-(4-(2-((tert-butyldimethylsilyl)oxy)propan-2-yl)-6-chloro-5-fluoropyridin-2-yl)-1-(1-fluorocyclopropyl)ethan-1-ol NCC(O)(C1(CC1)F)C1=NC(=C(C(=C1)C(C)(C)O[Si](C)(C)C(C)(C)C)F)Cl